NCC1=CC=CC(=N1)NC1CC(C1)N(C)C N1-(6-(aminomethyl)pyridine-2-yl)-N3,N3-dimethylcyclobutane-1,3-diamine